C1(=CC=CC=C1)COCCO 2-(phenylmethoxy)ethanol